gamma-glycidoxypropyl-trimethoxysilane C(C1CO1)OCCC[Si](OC)(OC)OC